tert-butyl methyl((2-methyl-5-(tributylstannyl)-2H-1,2,3-triazol-4-yl)methyl)carbamate CN(C(OC(C)(C)C)=O)CC1=NN(N=C1[Sn](CCCC)(CCCC)CCCC)C